Benzyl ((2SR,3SR,4RS)-2-cyclohexyl-3-methyl-1,2,3,4-tetrahydro-1,5-naphthyridin-4-yl)carbamate C1(CCCCC1)[C@@H]1NC2=CC=CN=C2[C@@H]([C@H]1C)NC(OCC1=CC=CC=C1)=O |r|